Cl.FC1=C(C=CC(=C1)F)[C@H]1NCCC1 (S)-2-(2,4-difluorophenyl)pyrrolidine hydrochloride